5,6-dichloro-3(2H)-pyridazinone ClC1=CC(NN=C1Cl)=O